ClC=1C(=CC(=C(C1)C1(N=C(C2=C(N1)NC=C2)NC=2C=CC=C1CCN(C21)S(=O)(=O)C)N)OC)N2CCC1(CC2)CCN(CC1)C 2-(5-chloro-2-methoxy-4-(9-methyl-3,9-diazaspiro[5.5]undecan-3-yl)phenyl)-N4-(1-(methylsulfonyl)indolin-7-yl)-7H-pyrrolo[2,3-d]pyrimidine-2,4-diamine